5-[3-(1H-imidazol-5-yl)-6-methanesulfonylimidazo[1,2-a]pyrimidin-2-yl]-3-(trifluoromethyl)-1H-1,2,4-triazole N1C=NC=C1C1=C(N=C2N1C=C(C=N2)S(=O)(=O)C)C2=NC(=NN2)C(F)(F)F